4,5,6-trimethylpyrimidin-2(1H)-one CC1=NC(NC(=C1C)C)=O